[Cl-].OCC[N+](CCC)(CCO)CCO tri(2-hydroxyethyl)propyl-ammonium chloride